CC=1C(=NC=CC1)S(=O)(=O)NC=1C=CC=C2C=CC=NC12 3-methyl-N-(quinolin-8-yl)pyridine-2-sulfonamide